tris-(3-hydroxypropyltriazolylmethyl)amine OCCCC(C=1N=NNC1)N(C(CCCO)C=1N=NNC1)C(CCCO)C=1N=NNC1